1-isocyanotetradecane [N+](#[C-])CCCCCCCCCCCCCC